BrC1=CC=CC2=CC=CC(=C12)\C=C\OCC (E)-1-bromo-8-(2-ethoxyvinyl)naphthalene